3-(2-Pyridyl)-1-sulfamoyl-pyrrole-2-carboxylic acid, Sodium Salt [Na+].N1=C(C=CC=C1)C1=C(N(C=C1)S(N)(=O)=O)C(=O)[O-]